5-(4-chloro-3-{[(piperidin-4-yl)methyl]amino}phenyl)-1,3,4-oxadiazol ClC1=C(C=C(C=C1)C1=NN=CO1)NCC1CCNCC1